ClCC(=O)C1CN(C1)C(=O)OC(C)(C)C tert-butyl 3-(2-chloroacetyl)azetidine-1-carboxylate